5-(((3R,4S)-4-fluoropyrrolidin-3-yl)amino)-3-methyl-8-(5-(trifluoromethyl)pyridin-2-yl)pyrido[4,3-d]pyrimidin-4(3H)-one hydrochloride Cl.F[C@@H]1[C@@H](CNC1)NC1=NC=C(C=2N=CN(C(C21)=O)C)C2=NC=C(C=C2)C(F)(F)F